NC=1C=CC=C2C(=CC=NC12)C(=O)OC methyl 8-aminoquinoline-4-carboxylate